FC=1C=C(C=CC1)CC1=CN=C(S1)C(=O)OCC ethyl 5-[(3-fluorophenyl)methyl]thiazole-2-carboxylate